BrC=1C(=C(C=CC1)N1C(C(C2=CC=C(C=C12)N1C[C@H](N(C[C@H]1C)C(=O)OC(C)(C)C)C)(C)C)=O)C(N)=O tert-butyl (2R,5R)-4-(1-(3-bromo-2-carbamoylphenyl)-3,3-dimethyl-2-oxoindolin-6-yl)-2,5-dimethylpiperazine-1-carboxylate